6-{8-fluoro-2-methylimidazo[1,2-a]pyridin-6-yl}-3-(piperidin-4-yl)thieno[3,2-d]pyrimidin-4-one FC=1C=2N(C=C(C1)C1=CC=3N=CN(C(C3S1)=O)C1CCNCC1)C=C(N2)C